BrC=1N=C(C(=NC1)NC1=C(C=CC=C1[N+](=O)[O-])C)C 5-bromo-3-methyl-N-(2-methyl-6-nitro-phenyl)pyrazin-2-amine